methyl 1-cyclopropyl-5-ethenyl-2-oxopyridine-3-carboxylate C1(CC1)N1C(C(=CC(=C1)C=C)C(=O)OC)=O